C(C)(C)(C)OC(=O)N1CCC2(CCN(C2=O)C2=CN=C(S2)C(F)(F)F)CC1.CC(C(=O)N)C 2-methyl-Propionamide tert-butyl-1-oxo-2-(2-(trifluoromethyl)thiazol-5-yl)-2,8-diazaspiro[4.5]decane-8-carboxylate